CC1(C(N(C2=CC=CC=C12)C=1C=NC=C(C1)CC1=NNC(C2=CC=CC=C12)=O)=O)NC(CC)=O N-(3-methyl-2-oxo-1-(5-((4-oxo-3,4-dihydrophthalazin-1-yl)methyl)pyridin-3-yl)indolin-3-yl)propionamide